tert-butyl 6-((4-((5-(tert-butyl)pyridin-3-yl)amino)-6-cyanopyridin-2-yl)amino)-1H-indole-1-carboxylate C(C)(C)(C)C=1C=C(C=NC1)NC1=CC(=NC(=C1)C#N)NC1=CC=C2C=CN(C2=C1)C(=O)OC(C)(C)C